N1=NNNC1.[Si] silicon tetraazacyclopentene